4,4'-difluorobenzhydrylpiperazine C1CN(CCN1)C(C2=CC=C(C=C2)F)C3=CC=C(C=C3)F